1-(1-(5-Bromopyridin-2-yl)-2,2,2-trifluoroethyl)-3-(oxetan-3-yl)tetrahydropyrimidin-2(1H)-one BrC=1C=CC(=NC1)C(C(F)(F)F)N1C(N(CCC1)C1COC1)=O